C(C)(C)(C)OC(=O)N1CCN(CC1)C1=NC=NC(=C1)C=1N(N=C2C=CC(=CC12)OC(C)C)COCC[Si](C)(C)C 4-[6-[5-isopropoxy-2-(2-trimethylsilylethoxymethyl)indazol-3-yl]pyrimidin-4-yl]piperazine-1-carboxylic acid tert-butyl ester